CN(C(CN1C2=C(C3=CC=C(C=C13)O)C=CN=C2C)C)C 9-(2-(dimethylamino)propyl)-1-methyl-9H-pyrido[3,4-b]indol-7-ol